5-(8-(2-(3,3-difluoropyrrolidin-1-yl)ethyl)-7-(2,4-dimethoxybenzyl)-5,6,7,8-tetrahydro-[1,2,4]triazolo[4,3-a]pyrazin-3-yl)-3-methyl-1,2,4-thiadiazole FC1(CN(CC1)CCC1C=2N(CCN1CC1=C(C=C(C=C1)OC)OC)C(=NN2)C2=NC(=NS2)C)F